(E)-4-(3,5-difluorophenyl)-2,4,7-trimethyloct-2,6-dienal FC=1C=C(C=C(C1)F)C(/C=C(/C=O)\C)(CC=C(C)C)C